(S)-N-((S)-1-(butylamino)-1-oxo-3-phenylpropan-2-yl)-2-(((E)-2-(diphenylphosphanyl)benzylidene)amino)-3-methylbutanamide C(CCC)NC([C@H](CC1=CC=CC=C1)NC([C@H](C(C)C)/N=C/C1=C(C=CC=C1)P(C1=CC=CC=C1)C1=CC=CC=C1)=O)=O